ClC=1C(=C(C=CC1)N1N(C(=C(C1=O)NC(C1=CC=C(C=C1)OC(F)F)=O)C1=C(C=C(C=C1F)OC)F)C)C N-[2-(3-chloro-2-methylphenyl)-5-(2,6-difluoro-4-methoxyphenyl)-1-methyl-3-oxo-2,3-dihydro-1H-pyrazol-4-yl]-4-(difluoromethoxy)benzamide